ClC1=C(C2=C(NC(O[C@@]23CN(CCC3)C(=O)C=3C=NN(C3)C(CC)C3=CC=C(C=C3)F)=O)C=C1)F (4R)-6-Chloro-5-fluoro-1'-(1-(1-(4-fluorophenyl)propyl)-1H-pyrazole-4-carbonyl)spiro[benzo[d][1,3]oxazine-4,3'-piperidin]-2(1H)-one